benzyl (R)-3-(3,4-dihydroxyphenyl)-2-hydroxypropionate OC=1C=C(C=CC1O)C[C@H](C(=O)OCC1=CC=CC=C1)O